5-(4-(3-aminopropyl)piperazin-1-yl)-N-(2,6-dioxopiperidin-3-yl)-2-fluorobenzamide NCCCN1CCN(CC1)C=1C=CC(=C(C(=O)NC2C(NC(CC2)=O)=O)C1)F